C12(CC3CC(CC(C1)C3)C2)C=2C(=CC(=C(C(=O)NCC3=CC(=CC(=C3)OC)OC)C2)O)O 5-adamantan-1-yl-N-(3,5-dimethoxybenzyl)-2,4-dihydroxy-benzoic acid amide